BrC=1C=C(C=NC1)C1=NN=C(S1)SC1=C(C=C(C(=O)NO)C=C1F)F 4-[[5-(5-bromo-3-pyridinyl)-1,3,4-thiadiazol-2-yl]mercapto]-3,5-difluoro-benzohydroxamic acid